(2R)-7-amino-6-bromo-4-[(5-chloro-2-fluorophenyl)methyl]-2-methyl-2H-1,4-benzoxazin-3-one NC1=CC2=C(N(C([C@H](O2)C)=O)CC2=C(C=CC(=C2)Cl)F)C=C1Br